9-methyl-3,4,7,17-tetraazatricyclo[12.3.1.02,6]Octadecan-1(18),2(6),4,14,16-pentaen-8-one CC1C(NC=2C=NNC2C=2N=CC=C(CCCC1)C2)=O